tert-butyl 3-(6-chloro-1,1a,2,7b-tetrahydrocyclopropa[c]quinolin-3-yl)azetidine-1-carboxylate ClC1=CC=2C3C(CN(C2C=C1)C1CN(C1)C(=O)OC(C)(C)C)C3